ClC1=CC=C(C=C1)N1C(C(NC=2C=NC(=NC12)OCC)=O)=O 8-(4-chlorophenyl)-2-ethoxy-5,8-dihydropteridine-6,7-dione